5-(cyclopropylmethyl)-4-(6-cyclopropylpyridin-3-yl)-2-(2-methyl-2H-indazol-5-yl)-7-((methylamino)methyl)-2,5-dihydro-3H-pyrrolo[3,2-c]pyridazin-3-one C1(CC1)CN1C=C(C2=NN(C(C(=C21)C=2C=NC(=CC2)C2CC2)=O)C2=CC1=CN(N=C1C=C2)C)CNC